2-(5-(cyclopropylmethyl)-3-(4-fluoro-3-((5-methylthiophen-2-yl)ethynyl)phenyl)-4-(3-fluoro-4-sulfamoylbenzyl)-1H-pyrazol-1-yl)thiazole-4-carboxylic acid C1(CC1)CC1=C(C(=NN1C=1SC=C(N1)C(=O)O)C1=CC(=C(C=C1)F)C#CC=1SC(=CC1)C)CC1=CC(=C(C=C1)S(N)(=O)=O)F